N-[3-fluoro-4-({6-(methyloxy)-7-[(3-piperazin-1-ylpropyl)oxy]quinolin-4-yl}oxy)phenyl]-N'-(4-fluorophenyl)cyclopropane-1,1-dicarboxamide FC=1C=C(C=CC1OC1=CC=NC2=CC(=C(C=C12)OC)OCCCN1CCNCC1)NC(=O)C1(CC1)C(=O)NC1=CC=C(C=C1)F